N-hydroxy-2,2-dimethyl-3-oxo-4-(2-(trifluoromethoxy)benzyl)-3,4-dihydro-2H-benzo[b][1,4]oxazine-6-carboxamide ONC(=O)C1=CC2=C(OC(C(N2CC2=C(C=CC=C2)OC(F)(F)F)=O)(C)C)C=C1